COC(=O)[C@H]1N(C[C@@H](CC1)O)C(=O)C1=CC=C(C=C1)C1=C(C(=CC=C1)C#N)C (2S,5R)-1-(3'-cyano-2'-methyl-[1,1'-biphenyl]-4-carbonyl)-5-hydroxypiperidine-2-carboxylic acid methyl ester